methyl 6-(4-(3-(4-chloro-3-fluorophenyl)-1-isobutyl-5-methyl-1H-pyrrolo[2,3-b]pyridine-6-carbonyl)-3,3-dimethylpiperazin-1-yl)-2,4-dimethylnicotinate ClC1=C(C=C(C=C1)C1=CN(C2=NC(=C(C=C21)C)C(=O)N2C(CN(CC2)C2=NC(=C(C(=O)OC)C(=C2)C)C)(C)C)CC(C)C)F